[C@H]12CN(C[C@H](CC1)O2)C=2C1=C(N=C(N2)N2CC3CCC(C2)N3C)C(=C(N=C1)C1=CC(=CC3=CC=C(C(=C13)C#C)F)O)F 4-(4-((1R,5S)-8-oxa-3-azabicyclo[3.2.1]octan-3-yl)-8-fluoro-2-(8-methyl-3,8-diazabicyclo[3.2.1]octan-3-yl)pyrido[4,3-d]pyrimidin-7-yl)-5-ethynyl-6-fluoronaphthalen-2-ol